C(#N)/C=C/C=1N=CN(C1)C=1C=CC=2N=CN=C(C2N1)NC=1C(=C(C=CC1F)NS(=O)(=O)C1=C(C(=CC=C1)F)C)F (E)-N-(3-((6-(4-(2-cyanovinyl)-1H-imidazol-1-yl)pyrido[3,2-d]pyrimidin-4-yl)amino)-2,4-difluorophenyl)-3-fluoro-2-methylbenzenesulfonamide